methyl 5-((6-(5-(bis(tert-butoxycarbonyl)amino)-4-methylpyridin-3-yl)-8-((tert-butoxycarbonyl)amino)-7-fluoroisoquinolin-3-yl)amino)-5-oxopentanoate C(C)(C)(C)OC(=O)N(C=1C(=C(C=NC1)C=1C=C2C=C(N=CC2=C(C1F)NC(=O)OC(C)(C)C)NC(CCCC(=O)OC)=O)C)C(=O)OC(C)(C)C